methyl(2-([1,1'-biphenyl]-4-yl)ethyl)glycinate hydrochloride Cl.CN(CC(=O)O)CCC1=CC=C(C=C1)C1=CC=CC=C1